ClCC(=O)C1=C(C=C(C=C1)F)F 2-chloro-2',4'-difluoroacetophenone